ClC(C1=CC=C(C=C1)OC(C)C)C1CCCCC1 1-(chloro(cyclohexyl)methyl)-4-isopropoxybenzene